4-[[4-[(3S)-3-(1-hydroxyl-methyl-ethyl)pyrrolidin-1-yl]-5-(trifluoromethyl)pyrimidin-2-yl]amino]-3-methyl-benzenesulfonyl chloride OC(C)([C@@H]1CN(CC1)C1=NC(=NC=C1C(F)(F)F)NC1=C(C=C(C=C1)S(=O)(=O)Cl)C)C